2-amino-N-(4-(4-carbamoyl-1-piperidinyl)benzyl)-3-methyl-N-(1H-pyrrolo[2,3-b]pyridin-4-ylmethyl)-6-quinolinecarboxamide NC1=NC2=CC=C(C=C2C=C1C)C(=O)N(CC1=C2C(=NC=C1)NC=C2)CC2=CC=C(C=C2)N2CCC(CC2)C(N)=O